(2-{4-[2-(4-diethylamino-2-hydroxy-benzoyl)-benzoyl]-piperazine-1-carbonyl}-phenyl)-(4-diethylamino-2-hydroxyphenyl)methanone C(C)N(C1=CC(=C(C(=O)C2=C(C(=O)N3CCN(CC3)C(=O)C3=C(C=CC=C3)C(=O)C3=C(C=C(C=C3)N(CC)CC)O)C=CC=C2)C=C1)O)CC